aminopropyl-aminopropyl-methyl-diethoxysilane NCCCC(C)O[Si](OCC)(C)CCCN